1-pentyl-3-methylimidazole hydroxide [OH-].C(CCCC)N1CN(C=C1)C